BrCC1=CC=C(C=C1)B(O)O 4-(bromomethyl)-phenyl-boronic acid